Inosinat [C@]1([C@H](O)[C@H](O)[C@@H](CO)O1)(N1C=NC=2C(O)=NC=NC12)C(=O)[O-]